N[C@H](C(=O)OC(C)(C)C)CC(=O)OCC1=CC=CC=C1 O4-benzyl O1-tert-butyl (2S)-2-aminobutanedioate